ethyl (S)-3-(3',5-dimethoxybiphenyl-3-yl)-3-(3-(4-hydroxy-1,6-dimethyl-2-oxo-1,2-dihydro pyridin-3-yl)ureido)propanoate COC=1C=C(C=CC1)C1=CC(=CC(=C1)OC)[C@H](CC(=O)OCC)NC(=O)NC=1C(N(C(=CC1O)C)C)=O